benzyl (3R)-3-(prop-1-en-2-yl)piperidine-1-carboxylate C=C(C)[C@@H]1CN(CCC1)C(=O)OCC1=CC=CC=C1